C(#N)C=1C(=C(C=CC1)[C@@H](C)NC(=O)C1=CNC(C=C1NC1[C@@H]2CN(C[C@H]12)C)=O)C N-((R)-1-(3-cyano-2-methylphenyl)ethyl)-4-(((1R,5S,6s)-3-methyl-3-azabicyclo[3.1.0]hexan-6-yl)amino)-6-oxo-1,6-dihydropyridine-3-carboxamide